(4-(hydroxymethyl)tetrahydro-2H-pyran-4-yl)-7-methyl-2-((7-methyl-[1,2,4]triazolo[1,5-a]pyridin-6-yl)amino)-7,9-dihydro-8H-purin-8-one OCC1(CCOCC1)N1C2=NC(=NC=C2N(C1=O)C)NC=1C(=CC=2N(C1)N=CN2)C